ClC1=C(OC2=CC(N(C2)[C@H](C(=O)NC2=NN(C=C2)C[C@H](COC(C2=CN=CC=C2)=O)O)CC(C)C)=O)C=CC=C1 (R)-3-(3-((S)-2-(4-(2-chlorophenoxy)-2-oxo-2,5-dihydro-1H-pyrrol-1-yl)-4-methylpentanoylamino)-1H-pyrazol-1-yl)-2-hydroxypropylnicotinate